FC1=C(C(=CC=C1)OC)C1=NC=CC2=C1CN(C2=O)C2=NC(=NC(=C2)C)OC2CNCC2 4-(2-fluoro-6-methoxyphenyl)-2-(6-methyl-2-(pyrrolidin-3-yloxy)pyrimidin-4-yl)-2,3-dihydro-1H-pyrrolo[3,4-c]pyridin-1-one